tert-butyl (R)-(2-(5-(1-aminoethyl)thiophen-3-yl)benzyl)(methyl)carbamate N[C@H](C)C1=CC(=CS1)C1=C(CN(C(OC(C)(C)C)=O)C)C=CC=C1